ClC1=C(C=CC=C1)CNCC1CCC(CC1)CNCC1=C(C=CC=C1)Cl N-[(2-chlorophenyl)methyl]-1-[4-[[(2-chlorophenyl)methylamino]methyl]cyclohexyl]methanamine